8-Oxa-2-aza-spiro[4.5]decane-2-carboxylic acid {7-[1-(2,2-difluoro-ethyl)-1H-pyrazol-4-yl]-4-methoxy-thiazolo[4,5-c]pyridin-2-yl}-amide FC(CN1N=CC(=C1)C=1C2=C(C(=NC1)OC)N=C(S2)NC(=O)N2CC1(CC2)CCOCC1)F